[Cr](=O)(=O)([O-])[O-].[Sn+4].[Cr](=O)(=O)([O-])[O-] tin chromate